1-[({4-((2R)-2-methylmorpholin-4-yl)-1-[5-(difluoromethyl)(1,3,4-thiadiazol-2-yl)]-1H-indazol-6-yl}sulfonyl)amino]cyclopropanecarbonitrile C[C@@H]1CN(CCO1)C1=C2C=NN(C2=CC(=C1)S(=O)(=O)NC1(CC1)C#N)C=1SC(=NN1)C(F)F